N1=CC(=CC=C1)C=1C=C(C=CC1)C1=CC(=CC=C1)C1=NC(=NC(=N1)C=1C=C(C=CC1)C1=CC(=CC=C1)C=1C=NC=CC1)C=1C=C(C=CC1)C1=CC(=CC=C1)C=1C=NC=CC1 2,4,6-tris(3'-(pyridine-3-yl)biphenyl-3-yl)-1,3,5-triazine